[O-]S(=O)(=O)C(F)(F)F.C(CCC)[NH+]1C=C(C=C1)CCC 1-butyl-3-propylpyrrolium triflate